ethyl cis-2-((2,3'-difluorobiphenyl-3-yl)methyl)-3-((methylsulfonyl)amino)pyrrolidine-1-carboxylate FC1=C(C=CC=C1C[C@@H]1N(CC[C@@H]1NS(=O)(=O)C)C(=O)OCC)C1=CC(=CC=C1)F